C(C1=CC=CC=C1)N1C=NC(=C1)C1=NC=C(C=C1)F 2-(1-benzyl-1H-imidazol-4-yl)-5-fluoropyridine